FC=1C=C(OCC(=O)O)C=C(C1)F 2-(3,5-difluorophenoxy)acetic acid